BrC1=NN(C=C1)C(CO)(C)C 2-(3-bromo-1H-pyrazol-1-yl)-2-methylpropan-1-ol